methyl 2-(6-chloro-8-(2-(2,2,2-trifluoroethoxy)phenyl)imidazo[1,2-a]pyridin-2-yl)-4,5-dihydrooxazole-4-carboxylate ClC=1C=C(C=2N(C1)C=C(N2)C=2OCC(N2)C(=O)OC)C2=C(C=CC=C2)OCC(F)(F)F